C(=O)O.NC(=O)N urea formate salt